4-Methyl-1,3-Cyclohexanediamine CC1C(CC(CC1)N)N